4-(5-(2-chlorophenoxy)-1H-pyrazolo[3,4-b]pyridin-1-yl)-N-(3-fluoropropyl)thiophene-2-carboxamide ClC1=C(OC=2C=C3C(=NC2)N(N=C3)C=3C=C(SC3)C(=O)NCCCF)C=CC=C1